(7-(3-ethoxy-5-(trifluoromethyl)phenyl)-2-azaspiro[3.5]non-2-yl)((1s,3s)-3-hydroxy-3-methylcyclobutyl)methanone C(C)OC=1C=C(C=C(C1)C(F)(F)F)C1CCC2(CN(C2)C(=O)C2CC(C2)(C)O)CC1